FC(C=1C=NC(=NC1)OC1CCC2(CN(C2)C(=O)N2CC3(C2)NC(OC3)=O)CC1)(F)F 2-[7-[5-(trifluoromethyl)pyrimidin-2-yl]oxy-2-azaspiro[3.5]nonane-2-carbonyl]-7-oxa-2,5-diazaspiro[3.4]octan-6-one